5-FLUORO-INDOLE-7-CARBOXALDEHYDE FC=1C=C2C=CNC2=C(C1)C=O